triisopropyl((6-(methoxymethoxy)-2-methyl-8-(4,4,5,5-tetramethyl-1,3,2-dioxaborolan-2-yl)naphthalen-1-yl)ethynyl)silane C(C)(C)[Si](C#CC1=C(C=CC2=CC(=CC(=C12)B1OC(C(O1)(C)C)(C)C)OCOC)C)(C(C)C)C(C)C